(1S)-1-[3-[3-(difluoromethoxy)phenyl]-1,2,4-oxadiazol-5-yl]ethanamine FC(OC=1C=C(C=CC1)C1=NOC(=N1)[C@H](C)N)F